N-benzyl-1,3-diphenylprop-2-en-1-amine C(C1=CC=CC=C1)NC(C=CC1=CC=CC=C1)C1=CC=CC=C1